C1(CC1)C1=C(C=NC2=CC=CN=C12)NC1=CC=C(C=C1)[C@@H](C(F)(F)F)N(C(=O)C1CCN(CC1)C(C(C)(C)C)=O)C (S)-N-(1-(4-((4-cyclopropyl-1,5-naphthyridin-3-yl)amino)phenyl)-2,2,2-trifluoroethyl)-N-methyl-1-pivaloylpiperidine-4-carboxamide